2-(6'-Methylspiro[cyclobutane-1,1'-inden]-2'-yl)-1-(pyridin-2-yl)-1H-indole CC1=CC=C2C=C(C3(C2=C1)CCC3)C=3N(C1=CC=CC=C1C3)C3=NC=CC=C3